2-[(3-hydroxy-1-adamantyl)amino]-1,4-dihydroimidazol-5-one OC12CC3(CC(CC(C1)C3)C2)NC=2NC(CN2)=O